O1C(OCC1)C1=C(C=C(C=C1OCC1=CC=C(C=C1)OC)OC)/C=C/C(=O)OC methyl (2E)-3-[2-(1,3-dioxolan-2-yl)-5-methoxy-3-[(4-methoxyphenyl)methoxy] phenyl]prop-2-enoate